N(=[N+]=[N-])CCOCCOCCOCCOC(C(COCCCCCCCC\C=C/CCCCCCCC)OCCCCCCCC\C=C/CCCCCCCC)CCCCCCCCCCCC (Z)-1-[3-[2-[2-[2-(2-azidoethoxy)ethoxy]ethoxy]ethoxy]-2-[(Z)-octadec-9-enoxy]pentadecoxy]octadec-9-ene